benzoyl-valerolactone C(C1=CC=CC=C1)(=O)C1C(=O)OCCC1